di(2-hydroxyethyl) succinate C(CCC(=O)OCCO)(=O)OCCO